C(C1=CC=CC=C1)O[C@@H]1[C@H](N(C[C@@H]([C@H]1OCC1=CC=CC=C1)OCC1=CC=CC=C1)CCC1=CC2=C(OCCO2)C=C1)C (2R,3R,4R,5S)-3,4,5-tris(benzyloxy)-1-(2-(2,3-dihydrobenzo[b][1,4]dioxin-6-yl)ethyl)-2-methylpiperidine